COC1=CC=C(C=C1)CN(C1=CC=C(N=N1)C=1OC(=NN1)CNC1=CC=C(C=C1)F)CC1=CC=C(C=C1)OC 6-{bis[(4-methoxyphenyl)methyl]amino}-3-(5-{[(4-fluorophenyl)amino]methyl}-1,3,4-oxadiazol-2-yl)-1,2-diazine